O1C=NC=C1C=1N=C(SC1)OCCCN1CCN(CC1)C1=NSC2=C1C=CC=C2 3-{4-[3-(4-Oxazol-5-yl-thiazol-2-yl-oxy)-propyl]-piperazin-1-yl}-benzo[d]isothiazole